(1R,6R,8R,9R,10S,16R,18R,19R)-8,18-bis(6-amino-9H-purin-9-yl)-3,9,12,19-tetrahydroxy-2,4,7,11,14,17-hexaoxa-3λ5,12λ5-diphosphatricyclo[14.2.1.06,10]nonadecane-3,12-dione NC1=C2N=CN(C2=NC=N1)[C@@H]1O[C@@H]2COP(O[C@H]3[C@@H](O[C@H](COCP(O[C@H]2[C@H]1O)(=O)O)[C@H]3O)N3C1=NC=NC(=C1N=C3)N)(=O)O